FC([C@](N)(CCCN)C(=O)O)F α-(difluoromethyl)ornithine